COC(CC=1C=NC(=CC1)N1CC(N(CC1)C(=O)C=1N=C2C(=NC1)N(CC2(C)C)C2=CC(=C(C=C2)F)F)(C)C)=O.C(C=C)C=2C(=NC=CC2)N2CCNCC2 1-(3-allylpyridin-2-yl)piperazine methyl-2-(6-(4-(5-(3,4-difluorophenyl)-7,7-dimethyl-6,7-dihydro-5H-pyrrolo[2,3-b]pyrazine-2-carbonyl)-3,3-dimethylpiperazin-1-yl)pyridin-3-yl)acetate